C1=C(C=CC2=CC=CC=C12)SC=1N=C(SC1)CNC(OC(C)(C)C)=O tert-butyl ((4-(naphthalen-2-ylthio)thiazol-2-yl)methyl)carbamate